N-(2-Hydroxyethyl)-piperazine OCCN1CCNCC1